(2S,4r)-N-[[5-(3-bromophenyl)oxazol-2-yl]methyl]-1-[(2S)-2-(4-cyclopropyltriazol-1-yl)-3,3-dimethyl-butyryl]-4-hydroxy-pyrrolidine-2-carboxamide BrC=1C=C(C=CC1)C1=CN=C(O1)CNC(=O)[C@H]1N(C[C@@H](C1)O)C([C@H](C(C)(C)C)N1N=NC(=C1)C1CC1)=O